4-[5-[5-[(1R)-1-(3,5-dichloro-4-pyridyl)ethoxy]-1H-indazol-3-yl]-2-pyridyl]-1,4-diazepan-2-one ClC=1C=NC=C(C1[C@@H](C)OC=1C=C2C(=NNC2=CC1)C=1C=CC(=NC1)N1CC(NCCC1)=O)Cl